C1=CC=CC=2C3=CC=CC=C3C(C12)COC(=O)NC(C(=O)O)CCN1CCOCC1 2-((((9H-fluoren-9-yl)methoxy)carbonyl)amino)-4-morpholinobutanoic acid